[(3S)-3-(5-fluoro-6-methyl-3-pyridyl)isoxazolidin-2-yl]-[1-[6-(2-methylimidazol-1-yl)pyrimidin-4-yl]-4-piperidyl]methanone FC=1C=C(C=NC1C)[C@H]1N(OCC1)C(=O)C1CCN(CC1)C1=NC=NC(=C1)N1C(=NC=C1)C